BrC1=CC2=C(N=CC=3N2C(=NN3)C3CCOCC3)N=C1 8-bromo-1-(tetrahydro-2H-pyran-4-yl)pyrido[2,3-e][1,2,4]triazolo[4,3-a]pyrazine